CON=C(C(=O)NC)C1=C(C=CC=C1)C=NOC(C)C1=CC(=CC=C1)C(F)(F)F (methoxyimino)-N-methyl-2-[[[1-[3-(trifluoromethyl)phenyl]ethoxy]imino]methyl]benzeneacetamide